((3R)-1-(2-(1-(cyclopropylmethyl)-7-((5-oxopyrrolidin-3-yl)methoxy)-1H-indol-2-yl)-4-fluoro-3-methylpyrazolo[1,5-a]pyridine-6-carbonyl)piperidin-3-yl)carbamic acid tert-butyl ester C(C)(C)(C)OC(N[C@H]1CN(CCC1)C(=O)C=1C=C(C=2N(C1)N=C(C2C)C=2N(C1=C(C=CC=C1C2)OCC2CNC(C2)=O)CC2CC2)F)=O